O=C1OC2=CC=CC=C2C=C1 2-oxo-2H-chromen